CC1=NN(C(=C1)OCNC(C)=O)C1=CC=CC=C1 N-((3-methyl-1-phenyl-1H-pyrazol-5-yl)oxy)methylacetamide